N1=CC=NC2=CC(=CC=C12)NC(C(CC)N1C(C=C(C(=C1)OC)C1=C(C=CC(=C1)Cl)C=1OC(=NN1)C(F)F)=O)=O N-(quinoxalin-6-yl)-2-[4-{5-chloro-2-[5-(difluoromethyl)-1,3,4-oxadiazol-2-yl]phenyl}-5-methoxy-2-oxopyridin-1(2H)-yl]butanamide